m-benzenesulfonyloxyaniline C1(=CC=CC=C1)S(=O)(=O)OC=1C=C(N)C=CC1